(S)-2-((R)-3,3-difluorocyclopentyl)-N-(6,7-dihydro-4H-pyrano[4,3-d]thiazol-2-yl)-2-(4-(2-methyl-2H-tetrazol-5-yl)phenyl)acetamide FC1(C[C@@H](CC1)[C@H](C(=O)NC=1SC2=C(N1)CCOC2)C2=CC=C(C=C2)C=2N=NN(N2)C)F